C(C)(C)(CC)OOC(C(=O)[O-])C(CC(C)(C)C)C tert-Amylperoxy-3,5,5-trimethylhexanoat